methyl (4,4,4-trifluorobutanoyl)-D-leucinate FC(CCC(=O)N[C@H](CC(C)C)C(=O)OC)(F)F